ClC=1C(=C(C(=CC1)C(F)F)C1=CN=CC(=N1)C(=O)NC=1C=NN(C1)C(C)C=1C=NC(=NC1)N1CC(C1)(F)F)F 6-(3-Chloro-6-(difluoromethyl)-2-fluorophenyl)-N-(1-(1-(2-(3,3-difluoroazetidin-1-yl)pyrimidin-5-yl)ethyl)-1H-pyrazol-4-yl)pyrazine-2-carboxamide